(2S)-N-[4-(hydroxycarbamoyl)phenyl]-3-phenyl-2-[[(E)-3-phenylprop-2-enoyl]amino]propanamide ONC(=O)C1=CC=C(C=C1)NC([C@H](CC1=CC=CC=C1)NC(\C=C\C1=CC=CC=C1)=O)=O